4-(dimethylamino)benzhydrazide CN(C1=CC=C(C(=O)NN)C=C1)C